(M)-3-bromo-4-((6-fluoropyridin-2-yl)methoxy)-2'-(2-(2-hydroxypropan-2-yl)pyrimidin-4-yl)-5',6-dimethyl-2H-[1,4'-bipyridin]-2-one BrC=1C(N(C(=CC1OCC1=NC(=CC=C1)F)C)C1=CC(=NC=C1C)C1=NC(=NC=C1)C(C)(C)O)=O